6-(((5-(4-(2-methoxyphenyl)-6-methylpyridin-3-carboxamido)-1,3,4-thiadiazol-2-yl)oxy)methyl)pyridine-2-carboxylic acid COC1=C(C=CC=C1)C1=C(C=NC(=C1)C)C(=O)NC1=NN=C(S1)OCC1=CC=CC(=N1)C(=O)O